Benzyl (2S,4R)-1-((S)-2-azido-3-methylbutanoyl)-4-hydroxypyrrolidine-2-carboxylate N(=[N+]=[N-])[C@H](C(=O)N1[C@@H](C[C@H](C1)O)C(=O)OCC1=CC=CC=C1)C(C)C